C(C)(C)(C)OC(=O)N(CC(C(=O)O)C1=CC(=CC=C1)Cl)C 3-((tert-butoxycarbonyl)(methyl)amino)-2-(3-chlorophenyl)propionic acid